C(C)(=O)OCC C1-ethyl acetate